C1C(CCCCCCCCCCCCCCCCCCCCC)O1 1,2-epoxytricosane